4-(Fluoromethoxy)-N-(4-(4-(pyridin-3-yl)piperazin-1-yl)phenyl)benzamid FCOC1=CC=C(C(=O)NC2=CC=C(C=C2)N2CCN(CC2)C=2C=NC=CC2)C=C1